2-(difluoromethyl)-5-(4-nitro-2-(2-trityl-2H-tetrazol-5-yl)phenyl)pyridine FC(C1=NC=C(C=C1)C1=C(C=C(C=C1)[N+](=O)[O-])C=1N=NN(N1)C(C1=CC=CC=C1)(C1=CC=CC=C1)C1=CC=CC=C1)F